C1OCC12N(CCC2)CCNC(=O)C=2C=C(C(=NC2)C)NC(=O)C=2C=NN1C2SC(=C1)C=1C=NN(C1)C N-(5-((2-(2-oxa-5-azaspiro[3.4]octan-5-yl)ethyl)carbamoyl)-2-methylpyridin-3-yl)-2-(1-methyl-1H-pyrazol-4-yl)pyrazolo[5,1-b]thiazole-7-carboxamide